C(C)(C)(CC)C1=CC=2C(C3=CC=CC=C3C(C2C=C1)=O)=O 2-tertiary amylanthraquinone